COC(=O)C1=CC(=C2C(=N1)CCC2)C=C 4-vinyl-6,7-dihydro-5H-cyclopenta[b]pyridine-2-carboxylic acid methyl ester